n-(2,4-Dimethylphenyl)-2-hydroxy-3-nitrobenzamide CC1=CC(=C(C=C1)NC(=O)C2=C(C(=CC=C2)[N+](=O)[O-])O)C